(R)-2-bromo-3-cyclopropanoic acid methyl ester COC(=O)C1[C@@H](C1)Br